N[C@H]1CN(C[C@H]1C)C=1C2=CN(N=C2C=CC1NC(=O)C1=NN(C(C=C1)=O)C1=C(C=CC=C1F)F)C12CCC(CC1)CC2 N-(4-((3R,4R)-3-amino-4-methylpyrrolidin-1-yl)-2-(bicyclo[2.2.2]oct-1-yl)-2H-indazol-5-yl)-1-(2,6-difluorophenyl)-6-oxo-1,6-dihydropyridazin-3-carboxamide